C(OCC1=NN2C(C(N(CC2)C)C)=C1)(OC1=CC=C(C=C1)[N+](=O)[O-])=O (4,5-dimethyl-4,5,6,7-tetrahydropyrazolo[1,5-a]pyrazin-2-yl)methyl (4-nitrophenyl) carbonate